3-methyl-8-oxabicyclo[4.3.0]nonane-7,9-dione CC1CC2C(OC(C2CC1)=O)=O